5-((diethoxyphosphoryl)difluoromethyl)-1H-indole-2-carboxylic acid C(C)OP(=O)(OCC)C(C=1C=C2C=C(NC2=CC1)C(=O)O)(F)F